Trichloroacetic acid sodium salt [Na+].ClC(C(=O)[O-])(Cl)Cl